4-(2-ethylhexyloxycarbonyl)anilino-1,3,5-triazine C(C)C(COC(=O)C1=CC=C(NC2=NC=NC=N2)C=C1)CCCC